ClC=1C(N(C(=CC1OC([2H])([2H])C1=NC=C(C=C1F)F)C)C1=CC(=NC=C1C)N1N=C(C(=C1)F)C(C)(C)NC(=O)C1CC1)=C=O (S)-N-(2-(1-(3-chloro-4-((3,5-difluoropyridin-2-yl)methoxy-d2)-5',6-dimethyl-2-carbonyl-2H-[1,4'-bipyridyl]-2'-yl)-4-fluoro-1H-pyrazol-3-yl)propan-2-yl)cyclopropanecarboxamide